N-(5-cyclopentylpyrimidin-2-yl)-5-nitro-2-[(4-{[2-(trimethylsilyl)ethoxy]methyl}-4H-1,2,4-triazol-3-yl)sulfanyl]benzamide C1(CCCC1)C=1C=NC(=NC1)NC(C1=C(C=CC(=C1)[N+](=O)[O-])SC1=NN=CN1COCC[Si](C)(C)C)=O